2-(hydroxyacetyl)furan Methyl-(R)-4-(1-((tert-butoxycarbonyl)amino)-2-(methylamino)ethyl)benzoate COC(C1=CC=C(C=C1)[C@H](CNC)NC(=O)OC(C)(C)C)=O.OCC(=O)C=1OC=CC1